tert-butyl 4-((4-methoxybenzyl)thio)-1H-indazole-1-carboxylate COC1=CC=C(CSC2=C3C=NN(C3=CC=C2)C(=O)OC(C)(C)C)C=C1